tert-butyl 5-[3-[[1-[(3-aminophenyl)methylsulfonyl]-4-piperidyl]amino]phenyl]-3-(2-tert-butoxy-2-oxo-ethoxy)-4-chloro-thiophene-2-carboxylate NC=1C=C(C=CC1)CS(=O)(=O)N1CCC(CC1)NC=1C=C(C=CC1)C1=C(C(=C(S1)C(=O)OC(C)(C)C)OCC(=O)OC(C)(C)C)Cl